ClC=1N=C2C(=C(C(N(C2=CC1)C)=O)C#N)N(C)[C@@H]1CC[C@H](CC1)N(C=1C(=NC(=CC1)F)C)CC1CCC1 trans-6-chloro-4-((4-((cyclobutylmethyl)(6-fluoro-2-methylpyridin-3-yl)amino)cyclohexyl)(methyl)amino)-1-methyl-2-oxo-1,2-dihydro-1,5-naphthyridine-3-carbonitrile